6-(3-Chloro-2-fluoro-6-(trifluoromethyl)phenyl)-N-(1-((R or S)-1-(6-methyl-5-((1R,5S)-2-oxo-3-azabicyclo[3.1.0]hexan-3-yl)pyrazin-2-yl)ethyl)-1H-pyrazol-4-yl)pyrazine-2-carboxamide ClC=1C(=C(C(=CC1)C(F)(F)F)C1=CN=CC(=N1)C(=O)NC=1C=NN(C1)[C@H](C)C1=NC(=C(N=C1)N1C([C@@H]2C[C@@H]2C1)=O)C)F |o1:25|